3'-((4-fluorobenzyl)sulfonyl)-5'-morpholino-[1,1'-biphenyl]-3-ol FC1=CC=C(CS(=O)(=O)C=2C=C(C=C(C2)N2CCOCC2)C2=CC(=CC=C2)O)C=C1